5-[3-(3-methoxypyridin-4-yl)-1,2,4-oxadiazol-5-yl]-1-(oxan-4-yl)-1H-1,2,3-benzotriazole COC=1C=NC=CC1C1=NOC(=N1)C1=CC2=C(N(N=N2)C2CCOCC2)C=C1